(R)-TERT-BUTYL 4-(PYRIMIDIN-2-YLTHIO)HEXANOATE N1=C(N=CC=C1)S[C@@H](CCC(=O)OC(C)(C)C)CC